C1(CC1)N1C=NC(=C1)C(=O)N1C[C@H]2C([C@H]2C1)C1=NOC(C1)(C)C (1-cyclopropyl-1H-imidazol-4-yl)[(1R,5S,6r)-6-(5,5-dimethyl-4,5-dihydro-1,2-oxazole-3-Yl)-3-azabicyclo[3.1.0]Hex-3-yl]Ketone